C1(CCC1)CN[C@H]1CN(CCC1)C1=CC(N(C=C1)CC=1N=NN(C1)C=1C=NC=C(C1)OC)=O (R)-4-(3-((cyclobutylmethyl)amino)piperidin-1-yl)-1-((1-(5-methoxypyridin-3-yl)-1H-1,2,3-triazol-4-yl)methyl)pyridin-2(1H)-one